O=C1NC(CCC1NC1=CC=C(C=C1)N1CCC(CC1)C=O)=O 1-(4-((2,6-dioxopiperidin-3-yl)amino)phenyl)piperidine-4-carbaldehyde